6-chloro-2-(dimethylamino)-2,3-dihydro-1H-indene-4-carbonitrile ClC=1C=C(C=2CC(CC2C1)N(C)C)C#N